NC1=C(C=NN1C1=CC=C(C=C1)OC)C#N 5-amino-1-(4-methoxyphenyl)-1H-pyrazole-4-carbonitrile